tert-butyl 3-(di(tert-butoxycarbonyl)amino)-5-((3,5-difluorophenyl)amino)-1H-indole-1-carboxylate C(C)(C)(C)OC(=O)N(C1=CN(C2=CC=C(C=C12)NC1=CC(=CC(=C1)F)F)C(=O)OC(C)(C)C)C(=O)OC(C)(C)C